C(#N)C=1C=C(C=CC1OCC(C)C)C=1OC2=C(N1)C=C(C=C2)C(=O)O 2-(3-cyano-4-isobutoxyphenyl)benzo[d]oxazole-5-carboxylic acid